OC=C(C(=O)[O-])CC1=CC=CC=C1.[Na+] sodium monohydroxybenzylacrylate